C(C)(=O)C=1C=C(C=CC1)N1C(N(C(C2=CC=CC=C12)=O)C=1C=NC=CC1)=O 1-(3-Acetylphenyl)-3-(pyridin-3-yl)quinazoline-2,4(1H,3H)-dione